C(C1=C(C=CC=C1)N(C(=S)OCCC1CCC(CC1)N1C=NC(=C1)[N+](=O)[O-])CCCCCC)C1=C(C=CC=C1)N(C(O)=S)CCCCCC 2-(4-(4-nitro-1H-imidazol-1-yl)cyclohexyl)ethanol methylenediphenylene-bis(hexyl-thiocarbamate)